CC=1N=C2N(N=C(C=C2C)C2=CC3=C(C=N2)N=C(S3)N(C3CC(NC(C3)(C)C)(C)C)C)C1 6-(2,8-Dimethylimidazo[1,2-b]pyridazin-6-yl)-N-methyl-N-(2,2,6,6-tetramethylpiperidin-4-yl)[1,3]thiazolo[4,5-c]pyridin-2-amin